C12CC(CC2C1)OC1=C(C=C(C=C1F)NC(=O)C=1N=C(OC1CC)N1CC(C1)(OC)CC)Cl N-(4-(cis-bicyclo[3.1.0]hexan-3-yloxy)-3-chloro-5-fluorophenyl)-5-ethyl-2-(3-ethyl-3-methoxyazetidin-1-yl)oxazole-4-carboxamide